6-Chloro-8-fluoroquinoline-7-nitrile ClC=1C=C2C=CC=NC2=C(C1C#N)F